5-((6-(5-(((5-Chloro-4-(((R)-tetrahydrofuran-3-yl)oxy)pyrimidin-2-yl)oxy)methyl)-1-methyl-1H-1,2,3-triazol-4-yl)-2-methylpyridin-3-yl)oxy)octahydropentalene-1-carboxylic acid ClC=1C(=NC(=NC1)OCC1=C(N=NN1C)C1=CC=C(C(=N1)C)OC1CC2CCC(C2C1)C(=O)O)O[C@H]1COCC1